methyl thiopheneacetate (methyl 3-thiopheneacetate) CC=1SC=CC1CC(=O)O.S1C(=CC=C1)CC(=O)OC